5-(nitrobromomethylenehydrazino)-3-nitro-1,2,4-triazole [N+](=O)([O-])N(N=CBr)C1=NC(=NN1)[N+](=O)[O-]